ClC1=CC(=C(C=C1)NC(=O)C=1N(C2=CC=C(C=C2C1)NC(C1=C(C=CC(=C1)CNC(C(C)C)=O)Cl)=O)CCOC)F N-(4-chloro-2-fluorophenyl)-5-(2-chloro-5-(isobutyrylaminomethyl)benzoylamino)-1-(2-methoxyethyl)-1H-indole-2-carboxamide